4-bromo-7-oxo-1-p-toluenesulfonyl-6,7-dihydro-1H-pyrrolo[2,3-c]pyridine-2-carboxylic acid n-butyl ester C(CCC)OC(=O)C1=CC2=C(C(NC=C2Br)=O)N1S(=O)(=O)C1=CC=C(C)C=C1